4-(2-cyclopropyl-benzyl)-6-(2'-methoxy-4'-methyl-3,4,5,6-tetrahydro-2H-[1,3']bipyridinyl-4-yl)-7-methyl-2-(tetrahydro-pyran-2-yl)-2,4,6,7-tetrahydro-pyrazolo[4,3-d]pyrimidin-5-one C1(CC1)C1=C(CN2C(N(C(C=3C2=CN(N3)C3OCCCC3)C)C3CCN(CC3)C=3C(=NC=CC3C)OC)=O)C=CC=C1